tert-butyl 4-{6-bromo-4-oxothieno[3,2-d]pyrimidin-3-yl}piperidine-1-carboxylate BrC1=CC=2N=CN(C(C2S1)=O)C1CCN(CC1)C(=O)OC(C)(C)C